C(C1=CC=CC=C1)OC(=O)N[C@H](CO)C(=O)N[C@@H](C)C(=O)OC methyl ((benzyloxy)carbonyl)-D-seryl-L-alaninate